methyl 5-(1-methylsulfonylcyclopropyl)-1,2,4-oxadiazole-3-carboxylate CS(=O)(=O)C1(CC1)C1=NC(=NO1)C(=O)OC